BrC=CC1=CC(=CC=C1)[N+](=O)[O-] Beta-bromo-3-nitrostyrene